(E)-2-(2,6-Dioxopiperidin-3-yl)-5-((4-(4-(4-(1-(4-hydroxyphenyl)-2-phenylbut-1-en-1-yl)phenyl)piperazin-1-yl)butyl)amino)isoindolin-1,3-dion O=C1NC(CCC1N1C(C2=CC=C(C=C2C1=O)NCCCCN1CCN(CC1)C1=CC=C(C=C1)/C(=C(/CC)\C1=CC=CC=C1)/C1=CC=C(C=C1)O)=O)=O